NC1=C(C2=C(C=3N(C(=C2)C)N=CN3)N1C1=C(C(=C(C=C1C)C)OC)C)C(=O)N 8-amino-9-(3-methoxy-2,4,6-trimethylphenyl)-5-methyl-9H-pyrrolo[2,3-c][1,2,4]triazolo[1,5-a]pyridine-7-carboxamide